ClC1=C(C=C(NC=2C(C(C2NC2=CC=C(C=C2)F)=O)=O)C=C1)C(F)(F)F 3-[4-chloro-3-(trifluoromethyl)anilino]-4-(4-fluoroanilino)cyclobut-3-ene-1,2-dione